2-(3,3-difluoropiperidin-4-yl)-N-[(3R,4R)-4-methyl-1-[8-(trifluoromethyl)quinolin-5-yl]pyrrolidin-3-yl]acetamide FC1(CNCCC1CC(=O)N[C@H]1CN(C[C@H]1C)C1=C2C=CC=NC2=C(C=C1)C(F)(F)F)F